(R)-1-(8-Methyl-3-(3-methyl-1,2,4-thiadiazol-5-yl)-5,6,7,8-tetrahydroimidazo[1,5-a]pyrazin-1-yl)pyrrolidin-2-one C[C@@H]1C=2N(CCN1)C(=NC2N2C(CCC2)=O)C2=NC(=NS2)C